NC1=CC=C(C=C1)C=1C(=C2N(C=CN=C2N)C1C)C1=CC=C(C=C1)OC1=NC=CC=N1 7-(4-aminophenyl)-6-methyl-8-(4-(pyrimidin-2-yloxy)phenyl)pyrrolo[1,2-a]pyrazin-1-amine